ClC=1N=C(SC1)C=1N=NN(C1)[C@@H]1[C@H]([C@@H](O[C@@H]([C@@H]1O)CO)C1=NN=C(N1C1=CC2=C(N=C(S2)C)C=C1)C)OC 6-{3-{3-[4-(4-Chlorothiazol-2-yl)-1H-1,2,3-triazol-1-yl]-3-deoxy-2-O-methyl-β-D-galactopyranosyl}-5-methyl-4H-1,2,4-triazol-4-yl}-2-methylbenzothiazole